FC=1C(=NC=CC1)CC1=NN2C(=NC(=C(C2=N1)C=1C=CC=2N(C1)C(=CN2)C)N2C[C@H](OCC2)C)N (R)-2-((3-fluoropyridin-2-yl)methyl)-8-(3-methylimidazo[1,2-a]pyridin-6-yl)-7-(2-methylmorpholino)-[1,2,4]triazolo[1,5-c]pyrimidin-5-amine